nitroSulfuric acid [N+](=O)([O-])OS(O)(=O)=O